N-[(benzyloxy)carbonyl]-O-(trifluoromethyl)-L-homoserine methyl ester COC([C@@H](NC(=O)OCC1=CC=CC=C1)CCOC(F)(F)F)=O